C(C(C)C)N1C(CC2(CN(C2=O)CC2=CC=C(C=C2)OC)CC1)=O 7-isobutyl-2-(4-methoxybenzyl)-2,7-diazaspiro[3.5]nonane-1,6-dione